amino-2-methylpropanesulfonic acid sodium [Na].NC(C(C)C)S(=O)(=O)O